C(\C=C\C(=O)O)(=O)O.CN(CC[C@@H](C(C)C)N1CC2(C1)CN(CC2)C=2N=CN=NC2OC2=C(C(=O)N(C(C)C)CC)C=C(C=C2)F)C (S)-2-((5-(2-(1-(dimethylamino)-4-methylpentan-3-yl)-2,6-diazaspiro[3.4]octan-6-yl)-1,2,4-triazin-6-yl)oxy)-N-ethyl-5-fluoro-N-isopropylbenzamide fumarate